O1C(=CC=C1)CC1=CC2=NC=CC(=C2S1)N [(furan-2-yl)methyl]thieno[3,2-b]pyridin-7-amine